2-(1-(4-methoxybenzyl)-3-(trifluoromethyl)-1H-1,2,4-triazol-5-yl)imidazo[1,2-a]pyrimidin-6-ol COC1=CC=C(CN2N=C(N=C2C=2N=C3N(C=C(C=N3)O)C2)C(F)(F)F)C=C1